2,3-di-O-benzoyl-5-deoxy-D-ribofuranose C(C1=CC=CC=C1)(=O)O[C@H]1C(O)O[C@@H]([C@H]1OC(C1=CC=CC=C1)=O)C